(2R)-4-[ethoxy(methyl)phosphoryl]-2-ureido-butyric acid C(C)OP(=O)(C)CC[C@H](C(=O)O)NC(=O)N